N=1N=C(N2C1C=CC=C2)N2CC(CCC2)NC(OC(C)(C)C)=O tert-butyl (1-([1,2,4]triazolo[4,3-a]pyridin-3-yl)piperidin-3-yl)carbamate